NC=1N=CC2=C(C=C(C=C2C1)C1=CC(=NN1C)C(=O)NC)Cl 5-(3-amino-8-chloroisoquinolin-6-yl)-N,1-dimethyl-1H-pyrazole-3-carboxamide